2-(3-(difluoromethyl)picolinamido)butanoic acid FC(C=1C(=NC=CC1)C(=O)NC(C(=O)O)CC)F